1,1,3,3-tetramethyl-1,3-dipentyldisiloxane C[Si](O[Si](CCCCC)(C)C)(CCCCC)C